1-(aziridin-1-yl)-3-(2-nitroimidazol-1-yl)propan-2-ol N1(CC1)CC(CN1C(=NC=C1)[N+](=O)[O-])O